8,9-dimethyl-7-(3-(1-(tetrahydro-2H-pyran-4-yl)-1H-pyrazol-4-yl)-7,8-dihydro-1,6-naphthyridin-6(5H)-yl)-4H-pyrimido[1,2-b]pyridazin-4-one CC1=C(C=2N(N=C1N1CC=3C=C(C=NC3CC1)C=1C=NN(C1)C1CCOCC1)C(C=CN2)=O)C